C[C@H]1N(C2=CC=CC=C2CC1)C1CCC(CC1)NNC(OC(C)(C)C)=O 1,1-dimethylethyl N-[[4-[(1S,2R)-2-methyl-3,4-dihydro-2H-quinolin-1-yl]cyclohexyl]amino]carbamate